6-[2-[4-[1-methyl-4-(4-pyridyl)pyrazol-3-yl]phenyl]ethynyl]-1H-pyrrolo[2,3-b]pyridine CN1N=C(C(=C1)C1=CC=NC=C1)C1=CC=C(C=C1)C#CC1=CC=C2C(=N1)NC=C2